1-(4-((methylsulfonyl)methyl)phenyl)thiourea CS(=O)(=O)CC1=CC=C(C=C1)NC(=S)N